C(=C)C=1C(=CC(=NC1)OC)C1=C(C=C(C=C1F)F)F 5-ethenyl-2-methoxy-4-(2,4,6-trifluorophenyl)pyridine